C1(CC1)C(CCC[C@@H](C)[C@H]1CC[C@H]2[C@@H]3CCC4CCCC[C@]4(C)[C@H]3CC[C@]12C)O 24-[cyclopropyl-(hydroxyl)methyl]cholan